BrC=1C=CC=2N(C3=CC=C(C=C3OC2C1)Br)CC1OC1 3,7-dibromo-10-(oxiran-2-ylmethyl)-10H-phenoxazine